C(C)C1=NN=C(O1)C=1C(=NC(=NC1)NC=1C=C2CCC(NC2=CC1)=O)N[C@H](CO)C1=CC=CC=C1 6-[[5-(5-ethyl-1,3,4-oxadiazol-2-yl)-4-[[(1S)-2-hydroxy-1-phenyl-ethyl]amino]pyrimidin-2-yl]amino]-3,4-dihydro-1H-quinolin-2-one